ClC1=C(C(=NC=C1F)CO)F (4-chloro-3,5-difluoropyridin-2-yl)methanol